N-(3-chloro-5-(2,6-dioxopiperidin-3-ylamino)phenyl)acetamide ClC=1C=C(C=C(C1)NC1C(NC(CC1)=O)=O)NC(C)=O